6-Hydroxymethylcaproic acid OCCCCCCC(=O)O